N1=CC=CC2=CC=CC(=C12)NC(C1=C(C=CC=C1)C=C)=O N-(quinolin-8-yl)-2-vinyl-benzamide